(2R)-{2,5-cyclooctadienyl}ruthenium C1(C=CCC=CCC1)[Ru]